C1(CC1)C1=NN(C=C1NC1=NC=C(C(=N1)NCC)C(F)(F)F)C1SOCC1 N2-[3-cyclopropyl-1-(1,1-dioxathiolan-3-yl)pyrazol-4-yl]-N4-ethyl-5-(trifluoromethyl)pyrimidine-2,4-diamine